butyl (6-(4-(3-(2-(4-(4-chlorophenyl)-2,3,9-trimethyl-6H-thieno[3,2-f][1,2,4]triazolo[4,3-a][1,4]diazepin-6-yl)acetamido)propyl)piperazin-1-yl)-6-oxohexyl)carbamate ClC1=CC=C(C=C1)C1=NC(C=2N(C3=C1C(=C(S3)C)C)C(=NN2)C)CC(=O)NCCCN2CCN(CC2)C(CCCCCNC(OCCCC)=O)=O